nickel hexaanimine C(CCCCC)=N.[Ni]